((4-chloro-2-fluorobenzyl)oxy)-2,3,4,5-tetrahydro-1H-pyrido[4,3-b]indole ClC1=CC(=C(COC2NCCC=3NC=4C=CC=CC4C32)C=C1)F